tert-butyl 2-chloro-4-oxo-6H-spiro[cyclopenta[d][1,3]thiazole-5,4-piperidine]-1-carboxylate ClC=1S(C2=C(N1)C(C1(CCNCC1)C2)=O)C(=O)OC(C)(C)C